3-(2,3-dichloro-6-hydroxyphenyl)-5-hydroxy-N-(pyrrolidin-3-yl)pentanamide ClC1=C(C(=CC=C1Cl)O)C(CC(=O)NC1CNCC1)CCO